CN1N=C(C(=C1)C=1C=NC=2CCN(CC2C1)C1=NC(=NC(=C1C)C)N1CCOCC1)C 4-(4-(3-(1,3-Dimethyl-1H-pyrazol-4-yl)-7,8-dihydro-1,6-naphthyridin-6(5H)-yl)-5,6-dimethylpyrimidin-2-yl)morpholine